O=C1N(CCC1)COC(C=C)=O.CC(C=CC[Si](C)(C)C)(C)C (trimethylpropenyl)(trimethylsilyl)methane (2-oxopyrrolidin-1-yl)methyl-acrylate